C(#C)C=1SC(=CN1)NC(=O)N[C@H](C(N1CCC2(CCCC2=O)CC1)=O)CO (S)-1-(2-Ethynylthiazol-5-yl)-3-(3-hydroxy-1-oxo-1-(1-oxo-8-azaspiro[4.5]decan-8-yl)propan-2-yl)urea